2-(3-(4-amino-3-(4-phenoxyphenyl)-1H-pyrazolo[3,4-d]pyrimidin-1-yl)azetidine-1-carbonyl)-3,4,5,6-tetrafluoro-N,N-bis(4-methoxybenzyl)benzenesulfonamide NC1=C2C(=NC=N1)N(N=C2C2=CC=C(C=C2)OC2=CC=CC=C2)C2CN(C2)C(=O)C2=C(C(=C(C(=C2F)F)F)F)S(=O)(=O)N(CC2=CC=C(C=C2)OC)CC2=CC=C(C=C2)OC